FC(C(=O)N)(C1=CC(=CC=C1)OCCN1CCCCC1)F difluoro-2-(3-(2-(piperidin-1-yl)ethoxy)phenyl)acetamide